(E)-3-(4-(((2-(1H-indol-3-yl)ethyl)(5-((2-(2,6-dioxopiperidin-3-yl)-1,3-dioxoisoindolin-4-yl)amino)pentyl)amino)methyl)phenyl)-N-hydroxyacrylamide N1C=C(C2=CC=CC=C12)CCN(CCCCCNC1=C2C(N(C(C2=CC=C1)=O)C1C(NC(CC1)=O)=O)=O)CC1=CC=C(C=C1)/C=C/C(=O)NO